tert-butyl 4-[2-(cyclopropylamino)-8-methyl-7-oxo-pyrido[2,3-d]pyrimidin-6-yl]-8-methyl-2,3-dihydroquinoxaline-1-carboxylate C1(CC1)NC=1N=CC2=C(N1)N(C(C(=C2)N2CCN(C1=C(C=CC=C21)C)C(=O)OC(C)(C)C)=O)C